tert-butyl 2-[1-[4-[[(3S)-2,6-dioxo-3-piperidyl]amino]-2-fluoro-phenyl]-4-hydroxy-4-piperidyl]acetate O=C1NC(CC[C@@H]1NC1=CC(=C(C=C1)N1CCC(CC1)(O)CC(=O)OC(C)(C)C)F)=O